C(C1=CC=CC=C1)(=O)[O-].[Mn+2].C(C1=CC=CC=C1)(=O)[O-] manganese(II) benzoate